OCC(=O)NC=1C=CC(=NC1)C=1N=NN(C1NC(O[C@H](C)C=1C(=NC=CC1)Cl)=O)C (R)-1-(2-chloropyridin-3-yl)ethyl (4-(5-(2-hydroxyacetamido)pyridin-2-yl)-1-methyl-1H-1,2,3-triazol-5-yl)carbamate